tert-butyl (S)-(5-(1-benzyl-5-oxo-1,5-dihydro-4H-1,2,4-triazol-4-yl)-1-chloro-2-oxopentan-3-yl)carbamate C(C1=CC=CC=C1)N1N=CN(C1=O)CC[C@@H](C(CCl)=O)NC(OC(C)(C)C)=O